Racemic-N-(8-fluoro-6-oxo-1,4,5,6-tetrahydro-2H-pyrano[3,4-c]isoquinolin-1-yl)-N-methyl-5-(methylsulfonyl)-1H-indole-2-carboxamide FC=1C=CC=2C3=C(NC(C2C1)=O)COC[C@@H]3N(C(=O)C=3NC1=CC=C(C=C1C3)S(=O)(=O)C)C |r|